4-(1-((1r,4S)-4-hydroxy-4-methylcyclohexyl)-1H-pyrazol-4-yl)-7-isopropoxy-1-(((S)-5-oxopyrrolidin-2-yl)methoxy)isoquinoline-6-carboxamide OC1(CCC(CC1)N1N=CC(=C1)C1=CN=C(C2=CC(=C(C=C12)C(=O)N)OC(C)C)OC[C@H]1NC(CC1)=O)C